CC(C)CCC(CCC)C 2,5-dimethyl-octane